6-toluic acid C1(=CC=CC=C1C(=O)O)C